(R)-8-(((1-methylpiperidin-4-yl)methyl)(octylsulfinyl)amino)pentadecane-1,15-diyl bis(4,4-bis(pentyloxy)butanoate) C(CCCC)OC(CCC(=O)OCCCCCCCC(CCCCCCCOC(CCC(OCCCCC)OCCCCC)=O)N([S@](=O)CCCCCCCC)CC1CCN(CC1)C)OCCCCC